FC1=C(C=CC(=C1)C1=NN(C=N1)C1=CC=C(C=C1)OC(F)(F)F)NC(=O)\N=C\1/SCC(N1C1=C(C=CC(=C1)C(F)(F)F)C)=O (Z)-1-(2-fluoro-4-(1-(4-(trifluoromethoxy)phenyl)-1H-1,2,4-triazol-3-yl)phenyl)-3-(3-(2-methyl-5-(trifluoromethyl)phenyl)-4-oxothiazolidin-2-ylidene)urea